[N+](=O)([O-])C(C(=O)[O-])=C nitroacrylate